tert-butyl (S)-((3'-chloro-2'-(3-((2-fluoro-3-formylphenyl)amino)-2-methylphenyl)-6-methoxy-[2,4'-bipyridin]-5-yl)methyl)((5-oxopyrrolidin-2-yl)methyl)carbamate ClC=1C(=NC=CC1C1=NC(=C(C=C1)CN(C(OC(C)(C)C)=O)C[C@H]1NC(CC1)=O)OC)C1=C(C(=CC=C1)NC1=C(C(=CC=C1)C=O)F)C